ethoxy-di-t-butoxysilane C(C)O[SiH](OC(C)(C)C)OC(C)(C)C